CC(CCC(=O)O)CC(CCC)=O 4-methyl-6-oxononanoic acid